phenylethyl acrylate (phenylethyl acrylate) C1(=CC=CC=C1)CCC(C(=O)O)=C.C(C=C)(=O)OCCC1=CC=CC=C1